chlorobenzimidazole ClC=1NC2=C(N1)C=CC=C2